2-(2,2,3,3,3-pentafluoropropoxy)ethan-1-ol FC(COCCO)(C(F)(F)F)F